NC1=NC=CC(=C1F)SCCC(=O)OC Methyl 3-((2-amino-3-fluoropyridin-4-yl)thio)propanoate